4-(3-fluoro-4-(3-(1-methyl-1H-pyrazol-5-yl)-2-oxotetrahydroimidazol-1-yl)phenoxy)-N-methylpyridine-2-carboxamide FC=1C=C(OC2=CC(=NC=C2)C(=O)NC)C=CC1N1C(N(CC1)C1=CC=NN1C)=O